[OH-].ClC(C[NH3+])CO 2-chloro-3-hydroxypropyl-ammonium hydroxide